FC([C@H](OC)C1=C2C(=NC=C1NC1=CC=C(C=C1)[C@@H](C(F)(F)F)N(C(=O)C1CCN(CC1)C(=O)OC(C)(C)C)C)SC(=N2)C)F tert-butyl 4-(((S)-1-(4-((7-((R)-2,2-difluoro-1-methoxyethyl)-2-methylthiazolo[5,4-b]pyridin-6-yl)amino)phenyl)-2,2,2-trifluoroethyl)(methyl)carbamoyl)piperidine-1-carboxylate